(R)-2-amino-3-[(7-hydroxymethylthieno[3,2-b]pyridine-2-carbonyl)amino]propanoic acid N[C@@H](C(=O)O)CNC(=O)C1=CC2=NC=CC(=C2S1)CO